C(#N)N1C[C@@H](CC1)N(C(=O)C1=CN=C2N1C=CC(=C2)C=2C=NC(=CC2)C)C (R)-N-(1-cyanopyrrolidin-3-yl)-N-methyl-7-(6-methylpyridin-3-yl)imidazo[1,2-a]pyridine-3-carboxamide